1-benzyl-N-[(2-chlorophenyl)methyl]-5-oxopyrrolidine-3-carboxamid C(C1=CC=CC=C1)N1CC(CC1=O)C(=O)NCC1=C(C=CC=C1)Cl